1-(6-(6-(trifluoromethyl)-2,3-dihydro-4H-benzo[b][1,4]thiazol-4-yl)hexyl)piperidin-2-one FC(C1=CC(C2C(SCN2)=C1)CCCCCCN1C(CCCC1)=O)(F)F